2-(3-(3-chloro-4-((2-methyl-[1,1'-biphenyl]-3-yl)methoxy)phenyl)-2-cyanoacrylamido)propionic acid ClC=1C=C(C=CC1OCC=1C(=C(C=CC1)C1=CC=CC=C1)C)C=C(C(=O)NC(C(=O)O)C)C#N